tert-butyl 4-(4-methyl-1-((S)-tetrahydrofuran-3-yl)-1H-pyrazol-5-yl)-2-oxopiperidine-1-carboxylate CC=1C=NN(C1C1CC(N(CC1)C(=O)OC(C)(C)C)=O)[C@@H]1COCC1